(3S)-3-(5-((R)-(1,3-dimethyl-azetidin-3-yl)(hydroxy)(4-isopropylphenyl)methyl)pyridin-3-yl)-1-methylcyclopentan-1-ol CN1CC(C1)(C)[C@@](C=1C=C(C=NC1)[C@@H]1CC(CC1)(O)C)(C1=CC=C(C=C1)C(C)C)O